sodium dizinc sulfate S(=O)(=O)([O-])[O-].[Zn+2].[Zn+2].[Na+]